BrC=1C=C(C(=C2C=CNC12)CN1N=C2C=C(C=CC2=C1)C#N)OC 2-((7-bromo-5-methoxy-1H-indol-4-yl)methyl)-2H-indazole-6-carbonitrile